(3aR,5s,6aS)-N-(2-hydroxyethyl)-5-((5-(5-morpholinothiazol-2-yl)-1H-pyrrolo[2,3-b]pyridin-4-yl)amino)hexahydrocyclopenta[c]pyrrole-2(1H)-sulfonamide OCCNS(=O)(=O)N1C[C@@H]2[C@H](C1)CC(C2)NC2=C1C(=NC=C2C=2SC(=CN2)N2CCOCC2)NC=C1